BrC1=C(C=C(C(=C1)OC)Cl)Cl 1-bromo-2,4-dichloro-5-methoxybenzene